2,4,6-tris(9-carbazolyl)-1,3,5-triazine C1=CC=CC=2C3=CC=CC=C3N(C12)C1=NC(=NC(=N1)N1C2=CC=CC=C2C=2C=CC=CC12)N1C2=CC=CC=C2C=2C=CC=CC12